4-(2-oxo-dihydrofuran-3(2H)-ylidene)piperidine-1-carboxylic acid tert-butyl ester C(C)(C)(C)OC(=O)N1CCC(CC1)=C1C(OCC1)=O